C(C1=CC=CC=C1)OC(=O)NC1COC2=C1C=C(C=C2)C[C@H](C(=O)O)[C@@H]2CN(CC2)C(=O)OC(C)(C)C (2S)-3-(3-(((benzyloxy)carbonyl)amino)-2,3-dihydrobenzofuran-5-yl)-2-((R)-1-(tert-butoxycarbonyl)pyrrolidin-3-yl)propanoic acid